tert-butyl (2R,3R)-3-(((S)-2-hydroxypropyl)amino)-2-methylpyrrolidine-1-carboxylate O[C@H](CN[C@H]1[C@H](N(CC1)C(=O)OC(C)(C)C)C)C